1-((2-(trimethylsilyl)ethoxy)methyl)-4,6-dihydropyrrolo[3,4-d]imidazole-5(1H)-carboxylic acid tertButyl ester C(C)(C)(C)OC(=O)N1CC=2N(C=NC2C1)COCC[Si](C)(C)C